O(CC(C)=O)CC(C)=O oxydiacetone